[5-[[(2,5-difluorophenyl)methylamino]methyl]-2-oxo-benzo[cd]indol-1-yl]piperidine-2,6-dione FC1=C(C=C(C=C1)F)CNCC=1C=CC=2C(N(C3=CC=CC1C23)N2C(CCCC2=O)=O)=O